2-((3-chloro-2-fluoro-4-(4-hydroxy-3-isopropylbenzyl)-5-methylphenyl)thio)-N-methylacetamide ClC=1C(=C(C=C(C1CC1=CC(=C(C=C1)O)C(C)C)C)SCC(=O)NC)F